ClCC1=C(C=CC=C1C(C)C1CC1)OC(CCC)=O 2-(chloromethyl)-3-(1-cyclopropylethyl)phenylbutyrate